CCC1=CC=NC=C1 4-(2-ethyl)pyridine